5-((4-(1-((1-(2-(2,6-dioxopiperidin-3-yl)-1,3-dioxoisoindolin-5-yl)piperidin-4-yl)methyl)piperidin-4-yl)-3-fluorophenyl)amino)-3-(piperidin-1-yl)-1,2,4-triazine-6-carboxamide O=C1NC(CCC1N1C(C2=CC=C(C=C2C1=O)N1CCC(CC1)CN1CCC(CC1)C1=C(C=C(C=C1)NC=1N=C(N=NC1C(=O)N)N1CCCCC1)F)=O)=O